[N+](#[C-])C1=C(C=CC=C1)C(F)(F)F 1-ISOCYANO-2-(TRIFLUOROMETHYL)BENZENE